5-Methoxy-2-phenyl-imidazo[4,5-b]pyridin COC1=CC=C2C(=N1)N=C(N2)C2=CC=CC=C2